2,9,10-tripropionyloxyanthracene C(CC)(=O)OC1=CC2=C(C3=CC=CC=C3C(=C2C=C1)OC(CC)=O)OC(CC)=O